COC1=C(C=CC(=C1)N1CCOCC1)NC(=O)C1=NC(=CC=C1)C1=CC=NN1 N-[2-methoxy-4-(morpholin-4-yl)phenyl]-6-(1H-pyrazol-5-yl)pyridine-2-carboxamide